10-(dimethylamino)decyl acetate C(C)(=O)OCCCCCCCCCCN(C)C